COC1=C(C=C(C=C1)CCC)C1=NOC(=C1)CN1CCC(CC1)C(=O)O 1-((3-(2-methoxy-5-propylphenyl)isoxazole-5-yl)methyl)piperidine-4-carboxylic acid